FC(C1=NC(=NC(=C1C(=O)OCC)\C=C\N(C)C)SC)F ethyl 4-(difluoromethyl)-6-[(E)-2-(dimethylamino)vinyl]-2-methylsulfanyl-pyrimidine-5-carboxylate